5-(furan-2-yl)-N-(2-(5-methyl-1H-pyrazol-1-yl)ethyl)isoxazole-3-carboxamide O1C(=CC=C1)C1=CC(=NO1)C(=O)NCCN1N=CC=C1C